O=C1NC(CCC1C1=NN(C2=C(C=CC=C12)C(C(=O)N)N1[C@H](CNCC1)C(F)(F)F)C)=O (3-(2,6-dioxopiperidin-3-yl)-1-methyl-1H-indazol-7-yl)-2-((R)-2-(trifluoromethyl)piperazin-1-yl)acetamide